(1S,3R)-N-(7-chloro-6-(4-((3S,4S)-4-hydroxy-3-methyltetrahydrofuran-3-yl)piperazin-1-yl)isoquinolin-3-yl)-5-oxaspiro[2.4]heptane-1-carboxamide ClC1=C(C=C2C=C(N=CC2=C1)NC(=O)[C@H]1C[C@]12COCC2)N2CCN(CC2)[C@]2(COC[C@H]2O)C